CC1=CC[C@H]2C[C@H]1C2(C)C (+)-2-Pinene